2-(2-{2-[3-(1-acetylpiperidin-4-yl)-4-(3-methyl-1,2-benzoxazol-6-yl)-1H-indazol-1-yl]acetamido}acetamido)acetic acid C(C)(=O)N1CCC(CC1)C1=NN(C2=CC=CC(=C12)C1=CC2=C(C(=NO2)C)C=C1)CC(=O)NCC(=O)NCC(=O)O